(4S)-2-{[(2S)-1,4-Dioxan-2-yl]methyl}-4-methyl-N-{[(2S)-oxolan-2-yl]methyl}-8-(trifluoromethyl)-4,5-dihydro-2H-furo[2,3-g]indazol-7-carboxamid O1[C@H](COCC1)CN1N=C2C3=C(C[C@@H](C2=C1)C)OC(=C3C(F)(F)F)C(=O)NC[C@H]3OCCC3